ClC1=C(C=C(OCC(=O)N[C@@H]2CN[C@H](CC2)C=2OC(=NN2)N2CC(C2)C(F)(F)F)C=C1)F 2-(4-chloro-3-fluorophenoxy)-N-[(3s,6r)-6-{5-[3-(trifluoromethyl)azetidin-1-yl]-1,3,4-oxadiazol-2-yl}piperidin-3-yl]acetamide